C(C1=CC=CC=C1)OC[C@H]1N(S(N(C1)C)(=O)=O)C(=O)OC methyl (S)-3-((benzyloxy)methyl)-5-methyl-1,2,5-thiadiazolidine-2-carboxylate 1,1-dioxide